FC1(COCCC1N1C(=NC=2C=NC=3C=CC(=CC3C21)C#N)[C@@H]2C[C@@H](C2)OC)F 1-(3,3-difluorotetrahydro-2H-pyran-4-yl)-2-(cis-3-methoxycyclobutyl)-1H-imidazo[4,5-c]quinoline-8-carbonitrile